N1=CC=CC2=CC=CC(=C12)OB(C1=CC(=CC=C1)F)C1=CC(=CC=C1)C=1OCC(N1)(C)C.CC1(C(=C(C(=C1C1C=CC=C1)C)C)C)C pentamethylcyclopentadienylcyclopentadiene quinolin-8-yl-[3-(4,4-dimethyl-4,5-dihydro-1,3-oxazol-2-yl)phenyl](3-fluorophenyl)borinate